CN1CCN(CC1)C1=NC=CC(=C1)C=1C=C2C(=NC1)NC=C2C2=CC=1N(C=C2)N=CC1C(=O)N[C@@H](C(F)(F)F)C (R)-5-(5-(2-(4-methylpiperazin-1-yl)pyridin-4-yl)-1H-pyrrolo[2,3-b]pyridin-3-yl)-N-(1,1,1-trifluoropropan-2-yl)pyrazolo[1,5-a]pyridine-3-carboxamide